[O-]CCCC.[O-]CCCC.[O-]CCCC.[NH4+].[Li+] lithium ammonium tributoxide